(S)-3-(1-aminoethyl)-isoquinolin-1(2H)-one N[C@@H](C)C=1NC(C2=CC=CC=C2C1)=O